O1CN(CC=C1)C(=O)Cl [1,3]oxazine-3-carbonyl chloride